2-((4-((3-(2-fluorophenyl)-3-phenylureido)methyl)cyclohexyl)methoxy)acetic acid FC1=C(C=CC=C1)N(C(NCC1CCC(CC1)COCC(=O)O)=O)C1=CC=CC=C1